4-(5-((2-chloro-6-methoxyphenyl)amino)-6-fluoro-1H-indazol-1-yl)-N-methylthiophene-2-carboxamide ClC1=C(C(=CC=C1)OC)NC=1C=C2C=NN(C2=CC1F)C=1C=C(SC1)C(=O)NC